[Si](C)(C)(C(C)(C)C)OCCC1=CNC=2N=CN=C(C21)N[C@H]2CN(CCC2)C(=O)OC(C)(C)C (R)-tert-Butyl 3-((5-(2-((tert-butyldimethylsilyl)oxy)ethyl)-7H-pyrrolo[2,3-d]pyrimidin-4-yl)amino)piperidine-1-carboxylate